(2-(benzo[d][1,3]dioxol-5-yl)ethyl)-5,6-dihydroxy-2-methylpyrimidine-4-carboxamide O1COC2=C1C=CC(=C2)CCNC(=O)C2=NC(=NC(=C2O)O)C